3α,7α,11β-trihydroxy-6β-ethyl-5β-cholan-24-oic acid O[C@H]1C[C@H]2[C@@H]([C@H]([C@H]3[C@@H]4CC[C@H]([C@@H](CCC(=O)O)C)[C@]4(C[C@@H]([C@@H]3[C@]2(CC1)C)O)C)O)CC